C(#N)C([C@H](C[C@H]1C(NCC1)=O)NC(=O)[C@H]1N(C[C@@H](C1)C1=CC=CC=C1)C(=O)C=1NC2=CC=CC(=C2C1)OC)O (2S,4S)-N-((2S)-1-cyano-1-hydroxy-3-((S)-2-oxopyrrolidin-3-yl)propan-2-yl)-1-(4-methoxy-1H-indole-2-carbonyl)-4-phenylpyrrolidine-2-carboxamide